BrC=1C=C(C=C(C1)CN)CN (5-Bromo-1,3-phenylen)dimethanamin